6-(2-hydroxy-2-methylpropoxy)-7-methyl-4-(6-(4-(pyridin-3-oxy)piperidin-1-yl)pyridin-3-yl)pyrazolo[1,5-a]pyridine-3-carbonitrile OC(COC=1C=C(C=2N(C1C)N=CC2C#N)C=2C=NC(=CC2)N2CCC(CC2)OC=2C=NC=CC2)(C)C